C1(CC1)C1=NC(=CC=C1O[C@@H]1C[C@H](CCC1)C(=O)O)C=1N=NN(C1CNC1=NOC(=N1)CCC)C (1S,3S)-3-((2-cyclopropyl-6-(1-methyl-5-(((5-propyl-1,2,4-oxadiazole-3-yl)amino)methyl)-1H-1,2,3-triazol-4-yl)pyridin-3-yl)oxy)cyclohexane-1-carboxylic acid